N-{[5-(methylsulfonyl)pyridin-2-yl]methyl}-6-methyl-5-(1-methyl-1H-pyrazol-5-yl)-2-oxo-1-[3-(trifluoromethyl)phenyl]-1,2-dihydropyridine-3-carboxamide CS(=O)(=O)C=1C=CC(=NC1)CNC(=O)C=1C(N(C(=C(C1)C1=CC=NN1C)C)C1=CC(=CC=C1)C(F)(F)F)=O